N-(isoxazol-4-yl)-5-methoxy-1-methyl-2-(methyl-(naphthalen-1-ylmethyl)amino)-6-oxo-1,6-dihydropyrimidine-4-carboxamide O1N=CC(=C1)NC(=O)C=1N=C(N(C(C1OC)=O)C)N(CC1=CC=CC2=CC=CC=C12)C